C(C1=CC=CC=C1)OC1=CC=C2C(=C(COC2=C1)C1=C(C(=CC=C1)F)F)C1=CC(=C(C=C1)N1CCC(CC1)C(OC)OC)F 1-(4-(7-(benzyloxy)-3-(2,3-difluorophenyl)-2H-chromene-4-yl)-2-fluorophenyl)-4-(dimethoxymethyl)piperidine